ClC=1C=CC(=C(C1)C1=C2C(=NC(=C1)C)C(=CS2)C(=O)O)OCCN2C(=NC1=C(C2=O)C(=C(N=C1)OC1CC1)C#N)C 7-(5-chloro-2-(2-(5-cyano-6-cyclopropoxy-2-methyl-4-oxopyrido[3,4-d]pyrimidin-3(4H)-yl)ethoxy)phenyl)-5-methylthieno[3,2-b]pyridine-3-carboxylic acid